N,N-Dimethyl-n-dodecylamine N-oxide C[N+](C)(CCCCCCCCCCCC)[O-]